(rac)-Ethyl 12-methoxy-1-[3-(5,6,7,8-tetrahydronaphthalen-1-yloxy)propyl]-4,5,7,8-tetrahydro-10,14-(metheno)[1,4,7]dioxazacyclotetradecino[9,8,7-hi]indole-2-carboxylate COC=1C=C2C=3C=CC=C4C(=C(N(C34)CCOCCOC(C1)=C2)C(=O)OCC)CCCOC2=CC=CC=1CCCCC21